1-(2-ethyl-4-methyl-3-pyridinyl)-6-fluoro-7-(2-fluoro-6-hydroxyphenyl)-4-((2S)-2-methyl-4-(2-propenoyl)-1-piperazinyl)pyrido[2,3-d]pyrimidin-2(1H)-one C(C)C1=NC=CC(=C1N1C(N=C(C2=C1N=C(C(=C2)F)C2=C(C=CC=C2O)F)N2[C@H](CN(CC2)C(C=C)=O)C)=O)C